Benzyl 2-(4-(benzyloxy)-4-oxobutyl)-5-(trifluoromethyl)benzoate C(C1=CC=CC=C1)OC(CCCC1=C(C(=O)OCC2=CC=CC=C2)C=C(C=C1)C(F)(F)F)=O